(4,8-dimethyl-2-propan-2-ylidene-3,3a,4,5,6,8a-hexahydro-1H-azulen-6-yl) acetate C(C)(=O)OC1CC(C2CC(CC2C(=C1)C)=C(C)C)C